1-(5-tert-butyl-2H-pyrazol-3-yl)-3-(4-{5-[2-(2-{3-[2-(2,6-dioxopiperidin-3-yl)-1,3-dioxo-2,3-dihydro-1H-isoindol-4-yl]-propoxy}-ethoxy)-ethoxy]-benzoimidazol-1-yl}-phenyl)-urea C(C)(C)(C)C=1C=C(NN1)NC(=O)NC1=CC=C(C=C1)N1C=NC2=C1C=CC(=C2)OCCOCCOCCCC2=C1C(N(C(C1=CC=C2)=O)C2C(NC(CC2)=O)=O)=O